N-((6,7-difluoro-1H-benzo[d]imidazol-2-yl)methyl)-6-morpholinoimidazo[1,2-b]pyridazin-8-amine FC=1C=CC2=C(NC(=N2)CNC=2C=3N(N=C(C2)N2CCOCC2)C=CN3)C1F